4,4'-bis(3-trifluoromethyl-4-Aminophenoxy)-3,3',5,5'-tetramethylbiphenyl FC(C=1C=C(OC2=C(C=C(C=C2C)C2=CC(=C(C(=C2)C)OC2=CC(=C(C=C2)N)C(F)(F)F)C)C)C=CC1N)(F)F